FC=1C(=C(C#N)C=C(C1)\C=C\C=O)C 3-fluoro-2-methyl-5-[(E)-3-oxoprop-1-enyl]benzonitrile